O[C@@]1(N(CCC1)CCC1=CC=C(C=C1)C1=C(N=CS1)CO)C(=O)N (1R)-2-hydroxy-1-{4-[4-(hydroxymethyl)-1,3-thiazol-5-yl]Phenyl-ethyl}L-prolinamide